(2-methylpyridin-4-yl)-1,2,3,4-tetrahydroacridine-9-amine CC1=NC=CC(=C1)C1CCCC2=NC3=CC=CC=C3C(=C12)N